(R)-7-bromo-2-chloro-4-(1-(4-chloro-2-(3-methyl-1H-pyrazol-1-yl)phenyl)-2,2,2-trifluoroethoxy)thieno[3,2-d]pyrimidine BrC1=CSC2=C1N=C(N=C2O[C@@H](C(F)(F)F)C2=C(C=C(C=C2)Cl)N2N=C(C=C2)C)Cl